Cl.O1C2=C(OC[C@@H]1CN1CCN(CC1)C=1C(=NSN1)C(=O)NC)C=CC=C2 (S)-4-(4-((2,3-dihydrobenzo[b][1,4]dioxin-2-yl)methyl)piperazin-1-yl)-N-methyl-1,2,5-thiadiazol-3-carboxamide hydrochloride